sodium methyl-sodium C[Na].[Na]